N4-(4-(5,6-difluoro-1-methyl-1H-indol-3-yl)-7-tosyl-7H-pyrrolo[2,3-d]pyrimidin-2-yl)-N1-(2-(dimethylamino)ethyl)-N1-methyl-2-nitrobenzene-1,4-diamine FC=1C=C2C(=CN(C2=CC1F)C)C=1C2=C(N=C(N1)NC1=CC(=C(C=C1)N(C)CCN(C)C)[N+](=O)[O-])N(C=C2)S(=O)(=O)C2=CC=C(C)C=C2